[Cl-].C(C)[N+](CCCNC(C(=C)C)=O)(C)CC diethylmethyl-[3-(2-methylprop-2-enoylamino)propyl]ammonium chloride